ClC1=NC=C(C(=N1)C=1C=C(C2=C(N(C(=N2)COC2OCCCC2)C(C)C)C1)F)Cl 6-(2,5-dichloropyrimidin-4-yl)-4-fluoro-2-{[(Oxan-2-yl)oxy]methyl}-1-(propan-2-yl)-1H-benzimidazole